6-acetoxyl-2-naphthoic acid O(C(=O)C)C=1C=C2C=CC(=CC2=CC1)C(=O)O